[Pb].FC(C1=NC2=C(C=CC=C2C=C1)O)(F)F 2-trifluoromethyl-8-hydroxyquinoline lead salt